(1S,2S)-N-[6-(2-aminopyridin-3-yl)pyrimidin-4-yl]-2-fluorocyclopropane-1-carboxamide NC1=NC=CC=C1C1=CC(=NC=N1)NC(=O)[C@H]1[C@H](C1)F